N-(5-cyano-6-(2H-1,2,3-triazol-2-yl)pyridin-3-yl)-1-(3-fluoro-2-methylphenyl)-5-(trifluoromethyl)-1H-pyrazole-4-carboxamide C(#N)C=1C=C(C=NC1N1N=CC=N1)NC(=O)C=1C=NN(C1C(F)(F)F)C1=C(C(=CC=C1)F)C